4-chloro-8,9-dihydropyrido[3',2':4,5]pyrrolo[1,2-a]pyrazin-6(7H)-one ClC1=CC=NC2=C1C=C1N2CCNC1=O